BrC1=C(N(C=2N=CN=C(C21)C)C)C=2C(=NC(=CC2C)C#C[Si](C)(C)C(C)(C)C)C 3-{5-bromo-4,7-dimethyl-7H-pyrrolo[2,3-d]pyrimidin-6-yl}-6-[2-(tert-butyldimethylsilyl)ethynyl]-2,4-dimethylpyridine